glycerine-HCl Cl.OCC(O)CO